OC[C@H]1N([C@@H](CCC1)CO)C(=O)[O-] (2S,6S)-2,6-bis(hydroxymethyl)piperidine-1-carboxylate